calcium-magnesium titanium [Ti].[Mg].[Ca]